C1(CC1)S(=O)[O-].[Na+] sodium cyclopropane-sulfinate